triethoxyn-hexyl-silane C(C)OC(CCCCC[SiH3])(OCC)OCC